BrC1=CC2=C(CN(CC(O2)C)C2=C(C=CC(=C2)C)OC)C=C1 8-bromo-4-(2-methoxy-5-methylphenyl)-2-methyl-2,5-dihydro-1,4-benzoxazepin